CN(CCN(C=1C(=CC(=CC1)NC1=NC=C(C(=N1)C1=CNC2=CC=C(C=C12)F)C(F)(F)F)N)C)C N1-(2-(dimethylamino)ethyl)-N4-(4-(5-fluoro-1H-indol-3-yl)-5-(trifluoromethyl)pyrimidin-2-yl)-N1-methylbenzene-1,2,4-triamine